C(C1=CC=CC=C1)C1(CN(CC1)S(=O)(=O)C1=NN(N=C1)C)C=1C=C2C=NN(C2=CC1C)C=1C=CC(N(C1)C(F)F)=O 5-(5-(3-benzyl-1-((2-methyl-2H-1,2,3-triazol-4-yl)sulfonyl)pyrrolidin-3-yl)-6-methyl-1H-indazol-1-yl)-1-(difluoromethyl)pyridin-2(1H)-one